C1(=CC=CC=C1)N=NC(C(=O)N)(C)OC1=CC(=CC=C1)C1=CC=CC=C1 2-phenylazo-2-(3-phenylphenoxy)propionamide